tert-butyl (4-((7-(bis(2,4-dimethoxybenzyl)amino)-2-(ethoxymethyl)-4-isopropoxy-5H-imidazo[4,5-d]pyridazin-5-yl)methyl)benzyl)carbamate COC1=C(CN(C2=NN(C(=C3C2=NC(=N3)COCC)OC(C)C)CC3=CC=C(CNC(OC(C)(C)C)=O)C=C3)CC3=C(C=C(C=C3)OC)OC)C=CC(=C1)OC